F[C@H]1[C@]2(C=C[C@@](C[C@@H]1N(C1=CN=C(N=N1)C=1C=C3C=CN=CC3=CC1O)C)(N2)C)C 6-(6-(((1R,2R,3S,5R)-2-fluoro-1,5-dimethyl-8-azabicyclo[3.2.1]oct-6-en-3-yl)(methyl)amino)-1,2,4-triazin-3-yl)isoquinolin-7-ol